1-(4-aminophenyl)-2,2,2-trifluoroethanol NC1=CC=C(C=C1)C(C(F)(F)F)O